(R)-1-(3-(difluoromethyl)-4-fluorophenyl)-3-((trifluoromethyl)sulfonyl)-4,5,6,7-tetrahydro-1H-indole-4-ol FC(C=1C=C(C=CC1F)N1C=C(C=2[C@@H](CCCC12)O)S(=O)(=O)C(F)(F)F)F